ClC=1C=C(C=C(C1)Cl)C1(CC(=NO1)N1CC2=C(C1)C=C(S2)C(=O)NCCC(C)C)C(F)(F)F 5-(5-(3,5-dichlorophenyl)-5-(trifluoromethyl)-4,5-dihydroisoxazol-3-yl)-N-isopentyl-5,6-dihydro-4H-thieno[2,3-c]pyrrole-2-carboxamide